2-Oxo-2-(2-(2'-oxo-1',4'-dihydro-2'H-spiro[cyclopropan-1,3'-quinolin]-6'-yl)piperidin-1-yl)acetic acid O=C(C(=O)O)N1C(CCCC1)C=1C=C2CC3(C(NC2=CC1)=O)CC3